S(=O)(=O)(O)O.FC(=C(F)F)Cl trifluorovinyl chloride sulfate salt